C(C)C(C(C(=O)O)(C(=O)O)Br)(C=1OC2=C(C1C(C1=CC=CC=C1)=O)C=C(C=C2)Cl)CC.ClC2=C1C(=NC=C2C(C)(C)O)C(=C(S1)C1=NC(=NC=C1Cl)Cl)C 2-(7-chloro-2-(2,5-dichloropyrimidin-4-yl)-3-methylthieno[3,2-b]pyridin-6-yl)propan-2-ol diethyl-2-((3-benzoyl-5-chlorobenzofuran-2-yl)methyl)-2-bromomalonate